(S)-2-(5-methoxy-2-pyrimidinylamino)-5,5-dimethylhexanoic acid COC=1C=NC(=NC1)N[C@H](C(=O)O)CCC(C)(C)C